C(CCCC)OS(=O)(=O)[O-] n-amylsulfate